N1-(5-hydroxy-5,6,7,8-tetrahydronaphthalen-2-yl)-N8-((tetrahydro-2H-pyran-2-yl)oxy)octanediamide OC1C=2C=CC(=CC2CCC1)NC(CCCCCCC(=O)NOC1OCCCC1)=O